2-(5-(2-((2,5,8,11,14-pentaoxahexadecan-16-yl)oxy)pyrimidin-5-yl)-3-acetyl-1H-indazol-1-yl)acetic acid COCCOCCOCCOCCOCCOC1=NC=C(C=N1)C=1C=C2C(=NN(C2=CC1)CC(=O)O)C(C)=O